4-[2-[(10S)-4-[2-(methoxymethoxy)phenyl]-1,5,6,8,12-pentazatricyclo[8.4.0.02,7]tetradeca-2,4,6-trien-12-yl]pyrimidin-5-yl]benzaldehyde COCOC1=C(C=CC=C1)C=1C=C2N3CCN(C[C@@H]3CNC2=NN1)C1=NC=C(C=N1)C1=CC=C(C=O)C=C1